COC1=CC=C2C(N=C(NC2=C1)C1=CC=CC=C1)=O 7-methoxy-2-phenylquinazolin-4(1H)-one